((1s,3s)-3-hydroxy-3-methylcyclobutyl)(7-((6-methoxy-5-(trifluoromethyl)pyridin-2-yl)oxy)-2-azaspiro[3.5]non-2-yl)methanone OC1(CC(C1)C(=O)N1CC2(C1)CCC(CC2)OC2=NC(=C(C=C2)C(F)(F)F)OC)C